N-(3-((5-bromo-2-((1-(2-hydroxy-2-methylpropyl)-1H-pyrazol-4-yl)amino)pyrimidin-4-yl)amino)-4-fluorophenyl)acrylamide BrC=1C(=NC(=NC1)NC=1C=NN(C1)CC(C)(C)O)NC=1C=C(C=CC1F)NC(C=C)=O